C(CCCCC)C1=CC=C(C=C1)C=1C=C2C(=CNC2=CC1)NC(=O)NC1=CC=C(C=C1)C(F)(F)F 1-(5-(4-hexylphenyl)-1H-indol-3-yl)-3-(4-(trifluoromethyl)phenyl)urea